8-fluoro-2-[(7-methyl-7-azaspiro[3.5]nonan-2-yl)methyl]-3,4-dihydro-1H-isoquinoline-6-carbohydroxamic acid FC=1C=C(C=C2CCN(CC12)CC1CC2(C1)CCN(CC2)C)C(=O)NO